((1R,5S,6s)-6-((4-(2-aminopropan-2-yl)-6-(4-cyclopropylphenyl)pyridin-2-yl)oxy)-3-azabicyclo[3.1.0]hexan-3-yl)(4-methyl-2-(pyrimidin-2-yl)thiazol-5-yl)methanone NC(C)(C)C1=CC(=NC(=C1)C1=CC=C(C=C1)C1CC1)OC1[C@@H]2CN(C[C@H]12)C(=O)C1=C(N=C(S1)C1=NC=CC=N1)C